2-benzyloxy-3,3,3-trifluoro-2-[[(4S)-4-[(4-methoxyphenyl)methoxy]pentoxy]methyl]propanehydrazide C(C1=CC=CC=C1)OC(C(=O)NN)(C(F)(F)F)COCCC[C@H](C)OCC1=CC=C(C=C1)OC